C[Ge](C=1C=CC(=NC1)C=1C=CC2=C(C1)C=1C(=NC=CC1)O2)(C)C 6-(5-(trimethylgermyl)pyridin-2-yl)benzofuro[2,3-B]pyridine